Magnesium-Yttrium [Y].[Mg]